NC(COC=1C=C(C=2CC(CC2C1)CNCCC1CN(C(O1)=O)C=1C=CC=2OCC(NC2N1)=O)C#N)C 6-(2-aminopropoxy)-2-[[2-[2-oxo-3-(3-oxo-4H-pyrido[3,2-b][1,4]oxazin-6-yl)-1,3-oxazolidin-5-yl]ethylamino]methyl]-2,3-dihydro-1H-indene-4-carbonitrile